ClCC1=C(C=CC=C1)[N+](=O)[O-] 1-(chloromethyl)-2-nitrobenzene